C(#N)C(CNC=1C(=CC=C2C=CC(=CC12)C1=CC=CC(=N1)C(=O)NC1CCOCC1)OCC)=C 6-[8-(2-cyanoallylamino)-7-ethoxy-2-naphthyl]-N-tetrahydropyran-4-yl-pyridine-2-carboxamide